[13C]formic acid [13CH](=O)O